tert-Butyl (S,E)-2-(3-methoxy-3-oxoprop-1-en-1-yl)pyrrolidine-1-carboxylate COC(/C=C/[C@H]1N(CCC1)C(=O)OC(C)(C)C)=O